3,4-butanediol CCC(CO)O